The molecule is a benzoate ester that is 3-hydroxy-4-methoxybenzoic acid in which the carboxy and phenolic hydrogens are replaced by trimethylsilyl groups. It is a silyl ether, a monomethoxybenzene and a benzoate ester. It derives from a 3-hydroxy-4-methoxybenzoic acid. COC1=C(C=C(C=C1)C(=O)O[Si](C)(C)C)O[Si](C)(C)C